methyl (2S)-2-[4-bromo-2-(1,1-difluoropropyl)phenoxy]propanoate BrC1=CC(=C(O[C@H](C(=O)OC)C)C=C1)C(CC)(F)F